ketoleucine calcium hydrate O.[Ca].O=N[C@@H](CC(C)C)C(=O)O